FC(OC=1C2=C(N=C(N1)OC)CN(C2)C(=O)OC(C)(C)C)F tert-Butyl 4-(difluoromethoxy)-2-methoxy-5,7-dihydro-6H-pyrrolo[3,4-d]pyrimidine-6-carboxylate